tert-Butyl (5'S,7a'R)-7'-hydroxy-3'-oxo-5'-phenyltetrahydro-3'H-spiro[piperidine-4,2'-pyrrolo[2,1-b]oxazole]-1-carboxylate OC1C[C@H](N2[C@@H]1OC1(C2=O)CCN(CC1)C(=O)OC(C)(C)C)C1=CC=CC=C1